O1C[C@@H](CC1)C1=CC(=NN1)NC1=CN=CC(=N1)OC1CCN(CC1)C(=O)OC(C)(C)C tert-butyl (S)-4-((6-((5-(tetrahydrofuran-3-yl)-1H-pyrazol-3-yl)amino)pyrazin-2-yl)oxy)piperidine-1-carboxylate